mono-n-propoxytitanium C(CC)O[Ti]